BrC=CC=C 1-bromo-1,3-butadiene